5-[(3,3-Difluorocyclobutyl)carbonyl]-2,2-dimethyl-1,3-dioxane-4,6-dione FC1(CC(C1)C(=O)C1C(OC(OC1=O)(C)C)=O)F